NCC=1C=C(C=CC1)N1N=C(C=C1C(=O)NC=1C=C(C=CC1)C(C1=CC=C(C=C1)C)N(C(OC(C)(C)C)=O)CC1CC1)C(F)(F)F tert-butyl ((3-(1-(3-(aminomethyl)phenyl)-3-(trifluoromethyl)-1H-pyrazole-5-carboxamido)phenyl)(p-tolyl)methyl)(cyclopropylmethyl)carbamate